4-(1-Methyl-1H-pyrazole-yl)-N-((3S,4S)-4-(3,4-difluorophenyl)piperidin-3-yl)-2-fluorobenzamide methanesulfonate CS(=O)(=O)O.CN1N=C(C=C1)C1=CC(=C(C(=O)N[C@@H]2CNCC[C@H]2C2=CC(=C(C=C2)F)F)C=C1)F